FC1=CC=C(C=C1)C(CCCOB([O-])[O-])(C1=CC=C(C=C1)F)C1=CC=C(C=C1)F.C(CCC)[N+](CCCC)(CCCC)CCCC.C(CCC)[N+](CCCC)(CCCC)CCCC Tetrabutyl-ammonium tri(p-fluorophenyl)butyl-borate